5-((5-(5-(trifluoromethyl)pyridin-2-yl)oxazol-2-yl)amino)picolinic acid FC(C=1C=CC(=NC1)C1=CN=C(O1)NC=1C=CC(=NC1)C(=O)O)(F)F